BrC=1C=CC(=NC1)O[C@@H]1C[C@@H]2CN([C@H]1CC2)C(=O)C2=NC(=CC=C2N2N=CC=N2)C ((1S,4R,6R)-6-((5-bromopyridin-2-yl)oxy)-2-azabicyclo[2.2.2]octan-2-yl)(6-methyl-3-(2H-1,2,3-triazol-2-yl)pyridin-2-yl)methanone